sodium bromomalonate difluoroborate B([O-])(F)F.BrC(C(=O)O)C(=O)O.[Na+]